tert-butyl (1-((2-(N,N-bis(4-methoxybenzyl)sulfamoyl)-4-iodo-3-(2-(4-methoxybenzyl)-2H-tetrazol-5-yl)phenyl)thio)-3-hydroxypropan-2-yl)carbamate COC1=CC=C(CN(S(=O)(=O)C2=C(C=CC(=C2C=2N=NN(N2)CC2=CC=C(C=C2)OC)I)SCC(CO)NC(OC(C)(C)C)=O)CC2=CC=C(C=C2)OC)C=C1